C(=O)C1=C(C=NC(=C1O)C)COC1=C(OP(=O)=N[C@H](C(=O)OC(C)C)CC(C)C)C=CC=C1 (2S)-Isopropyl 2-(((4-formyl-5-hydroxy-6-methylpyridin-3-yl)methoxy)(phenoxy)phosphorylamino)-4-methylpentanoate